C1(CC1)[C@]1(C(N(C[C@H]1C)C=1C=2N(C=C(N1)C1=CC=C3C=NN(C3=C1)C)N=CC2)=O)C#N (3R,4S)-3-cyclopropyl-4-methyl-1-[6-(1-methylindazol-6-yl)pyrazolo[1,5-a]pyrazin-4-yl]-2-oxopyrrolidine-3-carbonitrile